4-(Benzylamino)-N-methyl-3-(4,4,5,5-tetramethyl-1,3,2-dioxaborolan-2-yl)benzenesulfonamide C(C1=CC=CC=C1)NC1=C(C=C(C=C1)S(=O)(=O)NC)B1OC(C(O1)(C)C)(C)C